tert-butyl N-[(1R)-1-[[4-[1-(benzenesulfonyl)-2-methyl-pyrrolo[2,3-b]pyridin-4-yl]-3-methyl-phenyl]carbamoyl]-2-hydroxy-2-methyl-propyl]carbamate C1(=CC=CC=C1)S(=O)(=O)N1C(=CC=2C1=NC=CC2C2=C(C=C(C=C2)NC(=O)[C@@H](C(C)(C)O)NC(OC(C)(C)C)=O)C)C